C1C(C(CC1)C(=O)O)C(=O)O cyclopentane-2,3-dicarboxylic acid